BrC1=C(C=CC(=C1)F)C=1C(=NN(C1NC1=C(C=CC=C1F)Br)C)C 4-(2-bromo-4-fluorophenyl)-N-(2-bromo-6-fluorophenyl)-1,3-di-methyl-1H-pyrazol-5-amin